CC1=NN(C2=C1C=NC=C2)CC21CCC(CC2)(C1)NC(OC(C)(C)C)=O tert-butyl (4-((3-methyl-1H-pyrazolo[4,3-c]pyridin-1-yl)methyl)bicyclo[2.2.1]heptan-1-yl)carbamate